3-(4-bromophenyl)piperidine-1-carboxylic acid tert-butyl ester C(C)(C)(C)OC(=O)N1CC(CCC1)C1=CC=C(C=C1)Br